2-(6-fluoro-2-(1,7-diazaspiro[4.5]decan-7-yl)-1H-benzo[d]imidazol-1-yl)-N-methyl-N-(2,2,2-trifluoroethyl)acetamide FC=1C=CC2=C(N(C(=N2)N2CC3(CCCN3)CCC2)CC(=O)N(CC(F)(F)F)C)C1